COC1=CC=C(C=C1)C1=NOC(=N1)N1CCC(CC1)C(=O)NCC1CN(CC1)CC=1SC=C(N1)C 1-(3-(4-methoxyphenyl)-1,2,4-oxadiazol-5-yl)-N-((1-((4-methylthiazol-2-yl)methyl)pyrrolidin-3-yl)methyl)piperidine-4-carboxamide